distearyl-tin distearate C(CCCCCCCCCCCCCCCCC)(=O)[O-].C(CCCCCCCCCCCCCCCCC)(=O)[O-].C(CCCCCCCCCCCCCCCCC)[Sn+2]CCCCCCCCCCCCCCCCCC